(S)-51-(methylamino)-5,45-dioxo-1-((3aS,4S,6aR)-2-oxohexahydro-1H-thieno[3,4-d]imidazol-4-yl)-9,12,15,18,21,24,27,30,33,36,39,42-dodecaoxa-6,46-diazadopentacontan-52-oic acid CN[C@@H](CCCCNC(CCOCCOCCOCCOCCOCCOCCOCCOCCOCCOCCOCCOCCNC(CCCC[C@@H]1SC[C@@H]2NC(N[C@@H]21)=O)=O)=O)C(=O)O